N-[(S)-(6-methoxy-4-quinolyl)-[(2S,4S,5R)-5-vinylquinuclidin-2-yl]methyl]-3,5-bis(trifluoromethyl)benzenesulfonamide COC=1C=C2C(=CC=NC2=CC1)[C@H](NS(=O)(=O)C1=CC(=CC(=C1)C(F)(F)F)C(F)(F)F)[C@H]1N2C[C@@H]([C@H](C1)CC2)C=C